(R)-3-(4-((difluoromethyl)sulfonamido)-3-(1-(4-fluorophenyl)ethoxy)phenyl)-5-(pyrazin-2-ylamino)-1H-pyrazole-4-carboxamide FC(S(=O)(=O)NC1=C(C=C(C=C1)C1=NNC(=C1C(=O)N)NC1=NC=CN=C1)O[C@H](C)C1=CC=C(C=C1)F)F